ClC=1C=C2C=CC(=NC2=CC1)NC1=CC=C(C=C1)N(C)C 4-N-(6-chloroquinolin-2-yl)-1-N,1-N-dimethylbenzene-1,4-diamine